1-O-Valproyl-2-Deoxy-β-D-Glucopyranose C(C(CCC)CCC)(=O)O[C@H]1C[C@@H](O)[C@H](O)[C@H](O1)CO